((3R,4R)-4-(((5-fluoro-6-((1-methylcyclopropyl)(4-(trifluoromethyl)benzyl)amino)pyrimidin-4-yl)amino)methyl)-3-hydroxypiperidin-1-yl)acetamide FC=1C(=NC=NC1N(CC1=CC=C(C=C1)C(F)(F)F)C1(CC1)C)NC[C@@H]1[C@H](CN(CC1)CC(=O)N)O